NC1=NC=2C=CC=CC2C2=C1N=C(N2CCOCCN(C(=O)N2CCOCC2)C)CCOC N-(2-{2-[4-amino-2-(2-methoxyethyl)-1H-imidazo[4,5-c]quinolin-1-yl]ethoxy}ethyl)-N-methylmorpholine-4-carboxamide